3-(piperazin-1-ylmethyl)phenol N1(CCNCC1)CC=1C=C(C=CC1)O